CN1C(N(C2=C1C=C(C(=C2)NS(=O)(=O)C=2C=C(C(=O)N)C=CC2)OC2=CC(=CC=C2)OCCC)C)=O 3-(N-(1,3-dimethyl-2-oxo-6-(3-propoxyphenoxy)-2,3-dihydro-1H-benzo[d]imidazol-5-yl)sulfamoyl)benzamide